ClC1=CC=C(C=C1)C(C(F)(F)F)NS(=O)(=O)C1=CC(N(C=C1)C1CC1)=O N-(1-(4-chlorophenyl)-2,2,2-trifluoroethyl)-1-cyclopropyl-2-oxo-1,2-dihydropyridine-4-sulfonamide